C(C=C)(=O)OCC ethyl prop-2-enoate